Pyridinium chloride [Cl-].[NH+]1=CC=CC=C1